CO[C@H]1[C@@](CC1)(O)C1=CC=2C(=NC(=CC2)C2=CC=3C(N=C2)=NN(C3)C)S1 (1R,2R)-2-methoxy-1-(6-(2-methyl-2H-pyrazolo[3,4-b]pyridin-5-yl)thieno[2,3-b]pyridin-2-yl)cyclobutanol